ClC1=C(C(=CC=C1)Cl)N1C=2N(C3=C(C1=O)C=NC(=N3)NC=3C=C1CC(CC1=CC3)N3CCCC3)C=CN2 6-(2,6-dichlorophenyl)-2-{[2-(pyrrolidin-1-yl)-2,3-dihydro-1H-inden-5-yl]amino}imidazo[1,2-a]pyrimido[5,4-e]pyrimidin-5(6H)-one